8-((2S,3R,4S,5R)-3,4-dihydroxy-5-(hydroxymethyl)tetrahydrofuran-2-yl)pyrazolo[1,5-a][1,3,5]triazin-4(3H)-one O[C@H]1[C@@H](O[C@@H]([C@H]1O)CO)C=1C=NN2C1N=CNC2=O